(3-bromo-4-fluorophenyl)-3-(4-((3-hydroxycyclobutyl)amino)-1,2,5-oxadiazol-3-yl)-1,2,4-oxadiazol-5(4H)-one BrC=1C=C(C=CC1F)N1C(=NOC1=O)C1=NON=C1NC1CC(C1)O